1-(4-(4-chloro-2-oxopyridin-1(2H)-yl)phenyl)-N-ethyl-5-(methylsulfonyl)-1H-pyrazole-4-carboxamide ClC1=CC(N(C=C1)C1=CC=C(C=C1)N1N=CC(=C1S(=O)(=O)C)C(=O)NCC)=O